O=C1C2=CC(=CC=C2C=2C=CC(=CC12)S(=O)(=O)NC(CC)CC)S(=O)(=O)NC(CC)CC 9-oxo-N2,N7-di(pentan-3-yl)-9H-fluorene-2,7-disulfonamide